7-fluoro-3,3-dimethyl-2,3-dihydrobenzo[b][1,4]dioxine-6-carbaldehyde FC=1C(=CC2=C(OCC(O2)(C)C)C1)C=O